NC1=CC=C(CN2N=CC(=C2)NC(=O)C=2C=CC=3C=C4N(C3C2F)[C@@H](CNC4=O)C)C=C1 (R)-N-(1-(4-aminobenzyl)-1H-pyrazol-4-yl)-6-fluoro-4-methyl-1-oxo-1,2,3,4-tetrahydropyrazino[1,2-a]indole-7-carboxamide